C(C)N(C(=O)[C@H]1CN([C@@H]2CC=3C4=C(C2=C1)C=CC=C4NC3)CC=3C=NC=CC3)CC (6aR,9R)-N,N-diethyl-7-(pyridin-3-ylmethyl)-4,6,6a,7,8,9-hexahydroindolo[4,3-fg]quinoline-9-carboxamide